FC(C1=C(C=CC(=C1)C(F)(F)F)C(C)N1N=CC(=C1)NC(=O)C=1SC(=NN1)C1=NC=NC=C1)(F)F N-(1-(1-(2,4-bis(trifluoromethyl)phenyl)ethyl)-1H-pyrazol-4-yl)-5-(pyrimidin-4-yl)-1,3,4-thiadiazole-2-carboxamide